5-Methoxy-2-(thiazol-2-yl)benzoic acid COC=1C=CC(=C(C(=O)O)C1)C=1SC=CN1